NC1=C(C(=CC(=N1)C1=CC(=C(C=C1)C1=CN(C(O1)=O)C1C(N(C(CC1)=O)CO)=O)F)C)C 3-(5-(4-(6-amino-4,5-dimethylpyridin-2-yl)-2-fluorophenyl)-2-oxooxazol-3(2H)-yl)-1-(hydroxymethyl)piperidine-2,6-dione